COC=1C=C(C=C(C1)OC)[C@H](C)NC(=O)C=1C=NC2=C(N=C(C=C2C1N1CCN[C@H](CC1)C)C)C1CC1 N-[(S)-1-(3,5-dimethoxyphenyl)ethyl]-4-[(S)-5-methyl-1,4-diazepan-1-yl]-8-cyclopropyl-6-methyl-1,7-diaza-3-naphthamide